C(C)OC(CC1(CN(C1)C(=O)OC(C)(C)C)C[N+](=O)[O-])=O tert-butyl 3-(2-ethoxy-2-oxoethyl)-3-(nitromethyl)azetidine-1-carboxylate